N-(4-bromophenyl)-5-(1-cyclopentyl-4-(4-fluorophenyl)-1H-imidazol-5-yl)furan-2-carboxamide BrC1=CC=C(C=C1)NC(=O)C=1OC(=CC1)C1=C(N=CN1C1CCCC1)C1=CC=C(C=C1)F